FC1(CCN(CC1)C(=O)C=1C=NC2=C(C=CC=C2C1)C1=CC2=C(C(N(O2)C)=O)C=C1)F 6-[3-(4,4-difluoropiperidine-1-carbonyl)-8-quinolyl]-2-methyl-1,2-benzoxazol-3-one